FC(OC1=NN(C(=C1)C)C1=NC(=CC=C1C#N)N1C=NC2=C1C=C(C(=C2)OC)NC=2N=NC(=CC2)C)F 2-[3-(difluoromethoxy)-5-methyl-pyrazol-1-yl]-6-[5-methoxy-6-[(6-methylpyridazin-3-yl)amino]benzimidazol-1-yl]pyridine-3-carbonitrile